dimethyl-quinazoline CC1=NC(=NC2=CC=CC=C12)C